C(=O)C=1C=CC(=NC1OC)OCC1=C(C(=CC=C1)C1=C(C(=CC=C1)COC1=NC(=C(C=C1)C=O)OC)C)C#N 3,3'-bis(((5-formyl-6-methoxypyridin-2-yl)oxy)methyl)-2'-methyl-[1,1'-biphenyl]-2-carbonitrile